(E)-β-chloro-1-(β-(3,4,5-trimethoxyphenyl)acryloyl)-1,5,6,7-tetrahydro-2H-azepin-2-one ClC(=CC(=O)N1C(\C=C\CCC1)=O)C1=CC(=C(C(=C1)OC)OC)OC